BrC1=CC(=C(C=C1OC)CNC(=O)C1=CC2=C(N(C(=N2)C2(CC2)C(F)(F)F)COCC[Si](C)(C)C)C=C1)F N-[(4-bromo-2-fluoro-5-methoxy-phenyl)methyl]-2-[1-(trifluoromethyl)cyclopropyl]-1-(2-trimethylsilylethoxymethyl)benzimidazole-5-carboxamide